bis(cyclopentadienyl)bis[2,6-difluoro-3-(N-(3,6-dioxadecyl)benzoylamino)phenyl]titanium C1(C=CC=C1)[Ti](C1=C(C(=CC=C1F)N(CCOCCOCCCC)C(C1=CC=CC=C1)=O)F)(C1=C(C(=CC=C1F)N(CCOCCOCCCC)C(C1=CC=CC=C1)=O)F)C1C=CC=C1